8-bromo-1-(3-fluoro-4-methoxybenzyl)-4-(5-methyloxazol-2-yl)-1,3-dihydro-2H-benzo[b]azepin-2-one BrC=1C=CC2=C(N(C(CC(=C2)C=2OC(=CN2)C)=O)CC2=CC(=C(C=C2)OC)F)C1